phenethylcarbonate C(CC1=CC=CC=C1)OC([O-])=O